4-(methacryloyloxy)benzoic acid C(C(=C)C)(=O)OC1=CC=C(C(=O)O)C=C1